ClC=1C=C2C(=NC(=NC2=C(C1C1=C2C(=NNC2=CC=C1C)F)OC1CC1)OC[C@H]1N(CCC1)C)N1CCN(CC1)C(C=C)=O 1-(4-(6-chloro-8-cyclopropoxy-7-(3-fluoro-5-methyl-1H-indazol-4-yl)-2-((((S)-1-methylpyrrolidin-2-yl))methoxy)quinazolin-4-yl)piperazin-1-yl)prop-2-en-1-one